2-bromopyrazolo[1,5-a]pyrimidine-5,7-diol BrC1=NN2C(N=C(C=C2O)O)=C1